Triethyl-(2-methoxy-5-methylphenyl)silane C(C)[Si](C1=C(C=CC(=C1)C)OC)(CC)CC